5-nonenylium formate C(=O)[O-].[CH2+]CCCC=CCCC